CC=1N=C(C2=C(N1)C=NC(=C2)C(=O)N)N[C@H](C)C2=CC(=CC=C2)C(F)(F)F 2-methyl-4-({(1R)-1-[3-(trifluoromethyl)phenyl]ethyl}amino)pyrido[3,4-d]pyrimidine-6-carboxamide